Di-oleamidopropyl-dimethylamine C(CCCCCCC\C=C/CCCCCCCC)(=O)NC(CCN(C)C)NC(CCCCCCC\C=C/CCCCCCCC)=O